N-(3-(4-bromo-3-nitro-1H-pyrazol-1-yl)-5-fluorophenyl)acrylamide BrC=1C(=NN(C1)C=1C=C(C=C(C1)F)NC(C=C)=O)[N+](=O)[O-]